NC1=C(SC2=NC(=CC(=C21)C)C)C(=O)N[C@H]2CC=1C=NC(=NC1CC2)N2C[C@@H]([C@H](C2)OC(C)C)NC(OC(C)(C)C)=O tert-Butyl N-[(3S,4S)-1-[(6R)-6-[3-amino-4,6-dimethylthieno[2,3-b]pyridine-2-amido]-5,6,7,8-tetrahydroquinazolin-2-yl]-4-(propan-2-yloxy)pyrrolidin-3-yl]carbamate